Methyl-4-methyl-2-pentenoate COC(C=CC(C)C)=O